FC1(CCN(CC1)CCOC1=CC=C(C=C1)CCN)F 2-(4-(2-(4,4-difluoropiperidin-1-yl)ethoxy)phenyl)ethylamine